N-hydroxy-6-((2-phenylcyclopropyl)amino)hexanamide TFA Salt OC(=O)C(F)(F)F.ONC(CCCCCNC1C(C1)C1=CC=CC=C1)=O